ethyl 4-(3-methoxy-2-methylphenyl)-3-(5-methoxypyridin-2-yl)-1H-pyrrole-2-carboxylate COC=1C(=C(C=CC1)C=1C(=C(NC1)C(=O)OCC)C1=NC=C(C=C1)OC)C